2-(benzyloxy)-4-ethoxy-6-hydroxybenzaldehyde C(C1=CC=CC=C1)OC1=C(C=O)C(=CC(=C1)OCC)O